C(C1=CC=CC=C1)[C@@H]1N(CC2(C1)CCCC2)C2=NC(=CC(N2)=O)N2CCOCC2 (S)-2-(3-benzyl-2-azaspiro[4.4]nonan-2-yl)-6-morpholinopyrimidin-4(3H)-one